C(C)OC(C[C@H](NC(=O)NC=1C(CC=2CCNC2C1O)=O)C=1C=C(C=CC1)C1=C(C=CC=C1C)C)=O (S)-3-(2',6'-dimethylbiphenyl-3-yl)-3-(3-(7-hydroxy-5-oxo-1,2,3,5-tetrahydroindol-6-yl)ureido)propionic acid ethyl ester